CC(C)(C)S(=O)/N=C/C=1N=C(OC1C(F)(F)F)C 2-methyl-N-[(1E)-[2-methyl-5-(trifluoromethyl)-1,3-oxazol-4-yl]methylidene]propane-2-sulfinamide